C1(=CC=CC=C1)N1C=NC(=C1C(F)(F)F)C(=O)N 1-phenyl-5-(trifluoromethyl)imidazole-4-carboxamide